C1(CCCC1)N1C(C(=CC2=C1N=C(N=C2)NC=2C=NC=1CCNCC1C2)C#N)=O 8-cyclopentyl-7-oxo-2-((5,6,7,8-tetrahydro-1,6-naphthyridin-3-yl)amino)-7,8-dihydropyrido[2,3-d]pyrimidine-6-carbonitrile